3-[3-(2,4-dichlorophenyl)-1,2,4-oxadiazol-5-yl]azetidine-1-carboxylic acid tert-butyl ester C(C)(C)(C)OC(=O)N1CC(C1)C1=NC(=NO1)C1=C(C=C(C=C1)Cl)Cl